OC1=C(C(CCC1)=O)C(COC1=CC=CC=C1)=O 3-hydroxy-2-(2-phenoxyacetyl)cyclohex-2-en-1-one